7-(2-chloro-3-fluoro-4-nitrophenoxy)-[1,2,4]triazolo[1,5-a]pyridine ClC1=C(OC2=CC=3N(C=C2)N=CN3)C=CC(=C1F)[N+](=O)[O-]